2E-octenal C(\C=C\CCCCC)=O